FC(C(=O)O)(F)F.FC(C(=O)O)(F)F.FC(C(=O)O)(F)F.N1CCC(CC1)N1CC(C1)N1C[C@H]2N(C=3C(=NN=C(C3)C3=C(C=CC=C3)O)NC2)CC1 (S)-2-(8-(1-(piperidin-4-yl)azetidin-3-yl)-6,6a,7,8,9,10-hexahydro-5H-pyrazino[1',2':4,5]pyrazino[2,3-c]pyridazin-2-yl)phenol tris(2,2,2-trifluoroacetate)